N/C(=C/C(=O)N)/CC(C)C (2E)-3-amino-5-methylhex-2-enamide